bis-[3-(p-isopropylbenzenesulfonyloxy)phenyl]urea C(C)(C)C1=CC=C(C=C1)S(=O)(=O)OC=1C=C(C=CC1)NC(NC1=CC(=CC=C1)OS(=O)(=O)C1=CC=C(C=C1)C(C)C)=O